2-{[3-(3,4-dimethoxybenzyl)-2,4-dioxo-1-(tetrahydro-2H-pyran-4-yl)-1,2,3,4-tetrahydroquinazolin-6-yl]oxy}-2-methylpropanamide COC=1C=C(CN2C(N(C3=CC=C(C=C3C2=O)OC(C(=O)N)(C)C)C2CCOCC2)=O)C=CC1OC